Pyridine-3-carbonyl chloride N1=CC(=CC=C1)C(=O)Cl